[SnH3]CO[Si](OC)(OC)CCC stannyl-propyl-trimethoxysilane